6-C-(E-phenylethenyl)naringenin octadecyl-3-[3,5-di-tert-butyl-4-hydroxyphenyl]Propionate C(CCCCCCCCCCCCCCCCC)C(C(=O)O)CC1=CC(=C(C(=C1)C(C)(C)C)O)C(C)(C)C.C1(=CC=CC=C1)/C=C/C1=C(C=2C(C[C@H](OC2C=C1O)C1=CC=C(O)C=C1)=O)O